2-[2-(aminomethyl)-3,3-difluoro-allyl]-4-[4-[6-(dimethylamino)-3-pyridyl]-2-fluoro-phenyl]-1,2,4-triazol-3-one NCC(CN1N=CN(C1=O)C1=C(C=C(C=C1)C=1C=NC(=CC1)N(C)C)F)=C(F)F